FC=1C=C2C=C(C=NC2=CC1F)NC1=NC(=NC=C1)NC=1C=NC(=C(C1)OC)N1CC2(COC2)C1 4-(6,7-difluoro-3-quinolylamino)-2-{5-methoxy-6-(2-oxa-6-aza-6-spiro[3.3]heptyl)-3-pyridylamino}pyrimidine